5-amino-1-(trideuteriomethyl)pyrazole-4-carbonitrile NC1=C(C=NN1C([2H])([2H])[2H])C#N